OC=1C=C(C=C)C=CC1 3-hydroxystyrene